4-methyl-2,5-dimethoxy-amphetamine CC1=CC(=C(CC(N)C)C=C1OC)OC